tert-butyl (3-(2-amino-4-bromo-5-chlorophenyl)prop-2-yn-1-yl)carbamate NC1=C(C=C(C(=C1)Br)Cl)C#CCNC(OC(C)(C)C)=O